C1(CC1)N1N=CC=C(C1=O)NC(=O)C=1C(=CC=2N(C1)C=C(N2)[C@@]21CO[C@@](CC2)(C1)C)OC(C)C N-(2-cyclopropyl-3-oxo-2,3-dihydropyridazin-4-yl)-7-isopropoxy-2-((1S,4R)-1-methyl-2-oxabicyclo[2.2.1]heptan-4-yl)imidazo[1,2-a]pyridine-6-carboxamide